2-(6-(((1R,3s,5S)-1,5-dimethyl-8-azabicyclo[3.2.1]octan-3-yl)(methyl)amino)pyridazin-3-yl)-5-(4-methoxy-1,3,5-triazin-2-yl)phenol C[C@]12CC(C[C@](CC1)(N2)C)N(C2=CC=C(N=N2)C2=C(C=C(C=C2)C2=NC=NC(=N2)OC)O)C